Cl.NC[C@@H]1CN(CC1)C(=O)OC(C)(C)C tert-butyl (R)-3-(aminomethyl)pyrrolidine-1-carboxylate hydrochloride